4-bromo-N-(2,2'-dimethyl-3'-(4-oxo-4,5,6,7-tetrahydropyrazolo[1,5-a]pyridine-2-carboxamido)-[1,1'-biphenyl]-3-yl)-4,5,6,7-tetrahydropyrazolo[1,5-a]pyridine-2-carboxamide BrC1C=2N(CCC1)N=C(C2)C(=O)NC=2C(=C(C=CC2)C2=C(C(=CC=C2)NC(=O)C2=NN1C(C(CCC1)=O)=C2)C)C